C(C)N(CCNC(OC(CCCO[Si](C)(C)C(C)(C)C)CCCCCC)=O)C 1-((tert-butyldimethylsilyl)oxy)decan-4-yl (2-(ethyl(methyl)amino)ethyl)carbamate